tert-Butyl 3-[4-(2-aminoethyl)-2-chlorophenyl]-3,8-diazabicyclo[3.2.1]octane-8-carboxylate NCCC1=CC(=C(C=C1)N1CC2CCC(C1)N2C(=O)OC(C)(C)C)Cl